(E)-3-Benzo[1,3]Dioxol-5-yl-N,N-diphenyl-2-propenamide O1COC2=C1C=CC(=C2)/C=C/C(=O)N(C2=CC=CC=C2)C2=CC=CC=C2